2-[(2S,4S,5S)-1-(2,4-dichlorophenyl)-5-hydroxy-2,6,6-trimethylheptan-4-yl]-2,4-dihydro-3H-1,2,4-triazol-3-thione ClC1=C(C=CC(=C1)Cl)C[C@@H](C[C@@H]([C@H](C(C)(C)C)O)N1N=CNC1=S)C